FC=1C(=C(C=CC1)NC=1C(=NN2C1C(NCC2)=O)C2=C(C=NC=C2)NC(C(C)(C)C)=O)OC N-(4-(3-((3-fluoro-2-methoxyphenyl)amino)-4-oxo-4,5,6,7-tetrahydropyrazolo[1,5-a]pyrazin-2-yl)pyridin-3-yl)pivalamide